C1(CCCCC1)NC(=O)NS(=O)(=O)C1=CC=C(C=C1)CCNC(=O)C1=NC=C(N=C1)C 5-methyl-pyrazine-2-carboxylic acid [2-(4-cyclohexylaminocarbonylsulfamoyl-phenyl)-ethyl]-amide